COC(C(C)(C)SC(=S)CCCCCCCCCCCC)=O.C(CCCCCCCCCCC)C(=S)SC(C(=O)O)C 2-(dodecyl-thiocarbonyl-thio)propionic acid methyl-2-(dodecylthiocarbonylthio)-2-methylpropionate